cobalt manganese sodium salt [Na].[Mn].[Co]